ClC1=CC(=C(COC2=CC=CC(=N2)C2=CC(=C(CC3=NC4=C(N3[C@@H]3COCC3(C)C)C=C(C=C4)C(=O)OCOP(=O)(O)O)C=C2F)F)C=C1)F (phosphonooxy)methyl (S)-2-(4-(6-((4-chloro-2-fluorobenzyl)oxy)pyridin-2-yl)-2,5-difluorobenzyl)-1-(4,4-dimethyltetrahydrofuran-3-yl)-1H-benzo[d]imidazole-6-carboxylate